N-(4-(4-amino-7-cyano-1-methyl-3-(4-((4-(trifluoromethyl)pyrimidin-2-yl)oxy)phenyl)-1H-pyrrolo[3,2-c]pyridin-2-yl)phenyl)acrylamide NC1=NC=C(C2=C1C(=C(N2C)C2=CC=C(C=C2)NC(C=C)=O)C2=CC=C(C=C2)OC2=NC=CC(=N2)C(F)(F)F)C#N